C(#N)C=1C=C(C=CC1)O m-cyanophenol